(4-{[6-(5-chloro-2-fluorophenyl)-3-methanesulfonylpyridazin-4-yl]amino}pyridin-2-yl)prop-2-enamide ClC=1C=CC(=C(C1)C1=CC(=C(N=N1)S(=O)(=O)C)NC1=CC(=NC=C1)C(C(=O)N)=C)F